ClC1=CC(=C(C=C1)C(/C=C/C1=CC=C(OC(C(=O)OC(C)(C)C)(C)C)C=C1)=O)O Tert-butyl 2-[4-[(E)-3-(4-chloro-2-hydroxyphenyl)-3-oxoprop-1-enyl]phenoxy]-2-methylpropanoate